DL-2-Methoxyamino-1-(4-methyl-phenyl)-propan CC1=CC=C(C=C1)CC(C)NOC